5-chloro-N-(1-(4-nitrobenzyl)-1H-pyrazol-4-yl)-4-(1H-pyrrolo[2,3-b]pyridin-3-yl)pyrimidin-2-amine ClC=1C(=NC(=NC1)NC=1C=NN(C1)CC1=CC=C(C=C1)[N+](=O)[O-])C1=CNC2=NC=CC=C21